tert-butyl (S)-((9-amino-4-ethyl-8-fluoro-4-hydroxy-3,14-dioxo-3,4,12,14-tetrahydro-1H-pyrano[3',4':6,7]indolizino[1,2-b]quinolin-11-yl)methyl)carbamate NC1=CC=2C(=C3C(=NC2C=C1F)C1=CC2=C(C(N1C3)=O)COC([C@]2(O)CC)=O)CNC(OC(C)(C)C)=O